sodium-zinc-aluminum-nickel-manganese [Mn].[Ni].[Al].[Zn].[Na]